2-(2-methoxyethyl)-N4-(3-(4-methoxyphenyl)isoxazol-5-yl)pyrimidine-2,4-diamine COCCC1(NC=CC(=N1)NC1=CC(=NO1)C1=CC=C(C=C1)OC)N